Nonane-6-carboxylic acid tert-butyl ester hydrochloride Cl.C(C)(C)(C)OC(=O)C(CCCCC)CCC